(1,4-cyclohexanediyl) diisocyanate C1(CCC(CC1)N=C=O)N=C=O